BrC1=CN=CC(=N1)C(CC)O 1-(6-bromopyrazin-2-yl)propan-1-ol